COC=1C(=CC2=C(N=C(S2)CNC(OC(C)(C)C)=O)C1)OC tert-butyl ((5,6-dimethoxybenzo[d]thiazol-2-yl)methyl)carbamate